C1(=CC=CC=C1)C1(C2=CC=CC=C2C=2C=CC=CC12)C=1C=C(C=CC1)B(O)O (3-(9-phenyl-9H-fluoren-9-yl)phenyl)boronic acid